O1CC(CCC1)CSC1=C(C=CC=C1)O 2-(((tetrahydro-2H-pyran-3-yl)methyl)thio)phenol